4-(2-(4-fluorophenyl)propan-2-yl)-2,6-dihydroxy-N-phenylbenzamide FC1=CC=C(C=C1)C(C)(C)C1=CC(=C(C(=O)NC2=CC=CC=C2)C(=C1)O)O